C(C(C)C)NC(=O)C1=C(C=C(C=C1)C1=C(NC(=C1C1=C(C=C(C=C1)[N+](=O)[O-])C)C=C)C(=O)N)OC 3-(4-(Isobutylcarbamoyl)-3-methoxyphenyl)-4-(2-methyl-4-nitrophenyl)-5-vinyl-1H-pyrrole-2-carboxamide